C1=C(C=CC2=CC=CC=C12)NC=C1C(C=CC2=CC=CC=C12)=O 1-((naphthalen-2-ylamino)methylene)naphthalen-2(1H)-one